[6-chloro-5-[(1S)-2-methoxy-1-[(4S)-2-oxo-4-(trifluoromethyl)imidazolidin-1-yl]ethyl]pyridazin-3-yl]-2,2-dimethyl-propanamide ClC1=C(C=C(N=N1)CC(C(=O)N)(C)C)[C@@H](COC)N1C(N[C@@H](C1)C(F)(F)F)=O